(Z)-2'-(2-((3,5-dimethyl-1H-pyrrol-2-yl)methylene)-3-methoxy-2H-pyrrol-5-yl)-1',5',6',7'-tetrahydrospiro[cyclopropane-1,4'-indole] CC1=C(NC(=C1)C)\C=C\1/N=C(C=C1OC)C=1NC=2CCCC3(C2C1)CC3